N1(C=CC2=CC=CC=C12)C=1C2=C(N=C(N1)NC1=C(C=C(C=C1)N1CCC(CC1)N1CCN(CC1)C)OC)NC=C2 4-(1H-indol-1-yl)-N-(2-methoxy-4-(4-(4-methylpiperazin-1-yl)piperidin-1-yl)phenyl)-7H-pyrrolo[2,3-d]pyrimidin-2-amine